perylenetetracarboxylic acid-diimide C1(=C(C(=C2C(=CC=C3C4=CC=CC5=CC=CC(C1=C23)=C45)C(=O)O)C(=O)O)C(O)=N)C(O)=N